5-fluoro-1-(6-phenylpyrido[3,2-d]pyrimidin-4-yl)-2',3',5',6'-tetrahydrospiro[indoline-3,4'-pyran] FC=1C=C2C(=CC1)N(CC21CCOCC1)C=1C2=C(N=CN1)C=CC(=N2)C2=CC=CC=C2